C(\C=C\C(=O)O)(=O)O.ClC1=CC=C(C=C1)NC([C@H](C)C1CCC(CC1)C1=CC=NC2=CC=C(C=C12)F)=O (R)-N-(4-chlorophenyl)-2-((1S,4S)-4-(6-fluoroquinolin-4-yl)cyclohexyl)propanamide fumarate